N-(3-(5-Oxo-2-((pyridin-3-ylmethyl)amino)-5,7-dihydro-6H-pyrrolo[3,4-b]pyridin-6-yl)propyl)acetamide O=C1N(CC2=NC(=CC=C21)NCC=2C=NC=CC2)CCCNC(C)=O